[2-(1-chlorocyclopropyl)-3-(2-chlorophenyl)-2-hydroxypropyl]-2,4-dihydro-3H-1,2,4-triazole-3-thione ClC1(CC1)C(CN1N=CNC1=S)(CC1=C(C=CC=C1)Cl)O